FC1=C(C=CC(=C1)CCN=C=S)S(=O)(=O)N 2-fluoro-4-(2-isothiocyanato)ethylbenzenesulfonamide